C(C)(C)(C)OC(=O)N1C(CCCC1)C1=CC=C(C=C1)C1=CC2=C(C(=N1)C)C=C(N2C)C2=CC=C(C=C2)S(=O)(=O)C (4-(1,4-dimethyl-2-(4-(methylsulfonyl)phenyl)-1H-pyrrolo[3,2-c]pyridin-6-yl)phenyl)piperidine-1-carboxylic acid tert-butyl ester